(1,1,2-trimethylpropyl)pyridine-2-carboxamide CC(C(C)C)(C)C=1C(=NC=CC1)C(=O)N